C(C)OCCN(CCC(C(=O)O)NC(=O)C=1N=NC=CC1C(F)(F)F)CCCCC1=NC=2NCCCC2C=C1 4-[2-ethoxyethyl-[4-(5,6,7,8-tetrahydro-1,8-naphthyridin-2-yl)butyl]amino]-2-[[4-(trifluoromethyl)pyridazine-3-carbonyl]amino]butanoic acid